(S)-4-(3-(3-aminobutan-2-ylidene)azetidin-1-yl)-6-fluoro-N-methyl-2-((2-methylpyrimidin-5-yl)oxy)-9H-pyrimido[4,5-b]indol-8-amine N[C@H](C(C)=C1CN(C1)C1=NC(=NC=2NC3=C(C=C(C=C3C21)F)NC)OC=2C=NC(=NC2)C)C